1-(4-methoxybenzyl)-8-(1-methyl-1H-pyrazol-4-yl)-4-(5-methyloxazol-2-yl)-1,3-dihydro-2H-benzo[b]azepin-2-one COC1=CC=C(CN2C3=C(C=C(CC2=O)C=2OC(=CN2)C)C=CC(=C3)C=3C=NN(C3)C)C=C1